CC1N(C(CC1)=O)CC methyl-N-ethyl-5-pyrrolidone